trans-3-((1-(4-fluorocyclohexyl)-5-methyl-4-nitro-1H-pyrazol-3-yl)oxy)propan-1-ol F[C@@H]1CC[C@H](CC1)N1N=C(C(=C1C)[N+](=O)[O-])OCCCO